7-(1-bromoethyl)-6-fluoro-[1,2,3]triazolo[1,5-a]quinoxalin-4(5H)-one BrC(C)C=1C(=C2NC(C=3N(C2=CC1)N=NC3)=O)F